Cl.CC([O-])CCC methyl-butoxide hydrochloride